C[N+]1(CC(CC1)OC(C(C1=CC=CC=C1)(O)C1CCCC1)=O)C.C(=O)C1(CCC(CC1)N1N=C2C=NC(=CC2=C1)NC(=O)C1=NC(=CC=C1)C(F)(F)F)O N-[2-(4-formyl-4-hydroxy-cyclohexyl)pyrazolo[3,4-c]pyridin-5-yl]-6-(trifluoromethyl)pyridine-2-carboxamide (1,1-dimethylpyrrolidin-1-ium-3-yl)2-cyclopentyl-2-hydroxy-2-phenylacetate